2',3'-di-O-benzyloxycarbonyl-4'-fluorouridine C(C1=CC=CC=C1)OC(=O)O[C@H]1[C@@H](O[C@@]([C@H]1OC(=O)OCC1=CC=CC=C1)(CO)F)N1C(=O)NC(=O)C=C1